FC=1C(=NC=NC1)C1=CC(=CC=C1)N1CCCCC1 5-fluoro-4-[3-(1-piperidyl)phenyl]pyrimidin